O1COC2=NC=C(C=C21)C#N [1,3]dioxolano[4,5-b]pyridine-6-carbonitrile